CC=1OC(=CN1)C(=O)N[C@@H]1COC2=C1C=CC(=C2)C2=NOC(=N2)C (S)-2-methyl-N-(6-(5-methyl-1,2,4-oxadiazol-3-yl)-2,3-dihydrobenzofuran-3-yl)oxazole-5-carboxamide